Cl.N[C@@H]1CN(CCC1)C1=CC(=NC=C1C1=CC(=C(C=C1)F)Cl)NC1=NC(=NC=C1)C1=C(C=CC=C1OC)F (S)-N-(4-(3-aminopiperidin-1-yl)-5-(3-chloro-4-fluorophenyl)pyridin-2-yl)-2-(2-fluoro-6-methoxyphenyl)pyrimidin-4-amine hydrochloride